CN(CCC=1C(=C(C(N(C1)C(C(=O)N[C@@H](CC(=O)O)C=1C=C(C=C(C1F)C)C1=C(C=CC=C1C)C)CC(C)C)=O)F)C)C (3S)-3-(2-(5-(2-(dimethylamino)ethyl)-3-fluoro-4-methyl-2-oxopyridin-1(2H)-yl)-4-methylpentanamido)-3-(4-fluoro-2',5,6'-trimethyl-[1,1'-biphenyl]-3-yl)propanoic acid